CN(/C=C/C(=O)C1=C(C=C(C=C1)C(F)(F)F)O)C (E)-3-(dimethylamino)-1-[2-hydroxy-4-(trifluoromethyl)phenyl]prop-2-en-1-one